C1(=CC=CC=C1)NC(=N)N1CCNCC1 N-phenylpiperazine-1-carboximidamide